N-(4-Chlorobenzo[d]isoxazol-3-yl)-2,3,4-trifluorobenzenesulfonamide ClC1=CC=CC2=C1C(=NO2)NS(=O)(=O)C2=C(C(=C(C=C2)F)F)F